2-amino-N-((3-fluoro-2-pyridinyl)methyl)-3-methyl-N-((5R)-2-(trifluoromethyl)-6,7-dihydro-5H-cyclopenta[b]pyridin-5-yl)-6-quinolinecarboxamide NC1=NC2=CC=C(C=C2C=C1C)C(=O)N([C@@H]1CCC2=NC(=CC=C21)C(F)(F)F)CC2=NC=CC=C2F